N1(CCCC2=NC=CC=C12)C=1N=C2C(=NC1)NC(=N2)N2CCC1(CCC[C@H]1N)CC2 (R)-8-(5-(3,4-dihydro-1,5-naphthyridin-1(2H)-yl)-1H-imidazo[4,5-b]pyrazin-2-yl)-8-azaspiro[4.5]decan-1-amine